O(C1=CC=CC=C1)C1(CN(C1)C(=O)OC(C)(C)C)C1=CC=CC=C1 tert-Butyl 3-phenoxy-3-phenylazetidine-1-carboxylate